4-{2-[2-(5-chloro-3-methyl-1-benzothiophene-2-sulfonamido)phenyl]ethynyl}benzoic acid ClC=1C=CC2=C(C(=C(S2)S(=O)(=O)NC2=C(C=CC=C2)C#CC2=CC=C(C(=O)O)C=C2)C)C1